O(C1=CC=CC=C1)C1=CC=C(C=C1)/C=C/CCO (3E)-4-(4-phenoxyphenyl)-3-buten-1-ol